3-oxo-3-(4-(3-((4-(trifluoromethyl)phenyl)amino)pyrazin-2-yl)piperazin-1-yl)propionitrile O=C(CC#N)N1CCN(CC1)C1=NC=CN=C1NC1=CC=C(C=C1)C(F)(F)F